(S,E)-1-amino-2-(1-(but-2-enoyl)pyrrolidin-2-yl)-4-(4-((4-methylpyridin-2-yl)carbamoyl)phenyl)-1H-imidazole-5-carboxamide NN1C(=NC(=C1C(=O)N)C1=CC=C(C=C1)C(NC1=NC=CC(=C1)C)=O)[C@H]1N(CCC1)C(\C=C\C)=O